(S)-2-amino-N-(4-(3-(methylamino)pyridin-4-yl)phenyl)-3,3-diphenylpropanamide trihydrochloride Cl.Cl.Cl.N[C@H](C(=O)NC1=CC=C(C=C1)C1=C(C=NC=C1)NC)C(C1=CC=CC=C1)C1=CC=CC=C1